C(CCCCCCC=C)OC(C(=O)N(CCOCCOCCOCCOCCOC(C1=CC=CC=C1)(C1=CC=CC=C1)C1=CC=CC=C1)CCCCCCCC)COCCCCCCCC=C 2,3-bis(non-8-enoxy)-N-octyl-N-[2-[2-[2-[2-(2-trityloxyethoxy)ethoxy]ethoxy]ethoxy]ethyl]propanamide